2-(piperidin-3-yl)imidazo[1,5-a]pyridin-3(2H)-one N1CC(CCC1)N1C(N2C(C=CC=C2)=C1)=O